NC1=NC(=CC(=N1)N1CCC2(C[C@H](NC2)C(=O)O)CC1)O[C@@H](C(F)(F)F)C1=CC=C(C=C1)C1=CC(=C(C=C1)OCCC)F (S)-8-(2-amino-6-((R)-2,2,2-trifluoro-1-(3'-fluoro-4'-propoxy-[1,1'-biphenyl]-4-yl)ethoxy)pyrimidin-4-yl)-2,8-diazaspiro[4.5]decane-3-carboxylic acid